4-(2-(2-hydroxy-5-methylphenyl)-2-(2-thienyl)ethyl)pyridine OC1=C(C=C(C=C1)C)C(CC1=CC=NC=C1)C=1SC=CC1